cholesterol heptadecanoate (cholest-5-en-3β-yl-heptadecanoate) CC(C)CCC[C@@H](C)[C@H]1CC[C@H]2[C@@H]3CC=C4C[C@H](CC[C@]4(C)[C@H]3CC[C@]12C)C(C(=O)O)CCCCCCCCCCCCCCC.C(CCCCCCCCCCCCCCCC)(=O)O.CC(C)CCC[C@@H](C)[C@H]1CC[C@H]2[C@@H]3CC=C4C[C@@H](O)CC[C@]4(C)[C@H]3CC[C@]12C